N-methyl-1-(5-(2-(trifluoromethyl)pyridin-4-yl)-1,2,3,4-tetrahydronaphthalen-1-yl)methanamine hydrochloride Cl.CNCC1CCCC2=C(C=CC=C12)C1=CC(=NC=C1)C(F)(F)F